5-[3-[2-(trifluoromethyl)pyrimidin-4-yl]oxyazetidin-1-yl]pyridazin-3-one tert-butyl-(S)-(1-(4-carbamoyl-2,6-dimethylphenyl)-3-hydroxypropan-2-yl)carbamate C(C)(C)(C)N(C(O)=O)[C@@H](CC1=C(C=C(C=C1C)C(N)=O)C)CO.FC(C1=NC=CC(=N1)OC1CN(C1)C1=CC(NN=C1)=O)(F)F